C(C(NC(=O)N)NC(=O)N)(=O)OO.[Al] aluminum hydroxy allantoate